6-(4-amino-2,6-dichlorophenoxy)-2-(3,5-difluorobenzyl)-3,4-dihydroisoquinoline NC1=CC(=C(OC=2C=C3CCN(CC3=CC2)CC2=CC(=CC(=C2)F)F)C(=C1)Cl)Cl